ClC=1C=C(C=CC1F)NC(N(CC1=CC=NC=C1)[C@@H](C)C1=CNC(C2=CC=CC=C12)=O)=O (S)-3-(3-chloro-4-fluorophenyl)-1-(1-(1-oxo-1,2-dihydroisoquinolin-4-yl)ethyl)-1-(pyridin-4-ylmethyl)urea